acetic acid (2R,3R,4R,5S,6S)-3,4,5-triacetoxy-6-[3-(3-amino-4-hydroxy-benzyl)-4-chloro-phenyl]-tetrahydro-pyran-2-ylmethyl ester C(C)(=O)O[C@@H]1[C@H](O[C@H]([C@@H]([C@H]1OC(C)=O)OC(C)=O)C1=CC(=C(C=C1)Cl)CC1=CC(=C(C=C1)O)N)COC(C)=O